tert-butyl (6-(4-(7-acryloyl-4-oxa-7-azaspiro[2.5]octan-6-yl)-6-chloropyridin-2-yl)pyrimidin-4-yl)(tert-butoxycarbonyl)carbamate C(C=C)(=O)N1C(COC2(CC2)C1)C1=CC(=NC(=C1)Cl)C1=CC(=NC=N1)N(C(OC(C)(C)C)=O)C(=O)OC(C)(C)C